R-2-Ethyl alcohol CCO